C(C)C(CC(O)C(O)CO)CCCC 2-ethyl-hexyl-glycerol